methyl-amine chloride [Cl-].CN